CC=1C=C(C(=O)OC2CN(C2)C=2N=C(C3=C(N2)CC[S+]3[O-])N(C3CCOCC3)C)C=CC1 [1-[4-[methyl(tetrahydropyran-4-yl)amino]-5-oxido-6,7-dihydro-thieno[3,2-d]pyrimidin-5-ium-2-yl]azetidin-3-yl] 3-methylbenzoate